C(C)(C)(C)C1=CN=C(O1)CSC1=CN=C(S1)NC(=O)C1CCN(CC1)CC=1C=C2CN(C(C2=CC1)=O)C1C(NC(CC1)=O)=O N-(5-(((5-(tert-butyl)oxazol-2-yl)methyl)thio)thiazol-2-yl)-1-((2-(2,6-dioxopiperidin-3-yl)-1-oxoisoindolin-5-yl)methyl)piperidine-4-carboxamide